1-cyclopentyl-N-methyl-methanamine C1(CCCC1)CNC